COC(C(=O)C1=CNC2=CC=C(C(=C12)[N+](=O)[O-])OC)=O (5-methoxy-4-nitro-1H-indol-3-yl)-2-oxoacetic acid methyl ester